COCCOCCOCCOCCOCCOCCOCCOCCOCCOCCOCCOCCC 2,5,8,11,14,17,20,23,26,29,32,35-Dodecaoxaoctatriacontan